2-(4-methoxyphenyl)acetyl chloride COC1=CC=C(C=C1)CC(=O)Cl